(S)-5,6-dichloro-1'-(1H-1,2,3-triazol-4-yl)spiro[indoline-3,3'-pyrrolidin]-2-one ClC=1C=C2C(=CC1Cl)NC([C@]21CN(CC1)C=1N=NNC1)=O